C(#N)C1=CC(=C(C=C1)NC(=O)C12CC(C1)(C2)C(F)(F)F)C(N[C@H](C(C(=O)NC2CC2)=O)C[C@H]2C(N[C@@H](C2)C)=O)=O N-[4-cyano-2-[[(1S)-3-(cyclopropylamino)-1-[[(3S,5R)-5-methyl-2-oxo-pyrrolidin-3-yl]methyl]-2,3-dioxo-propyl]carbamoyl]phenyl]-3-(trifluoromethyl)bicyclo[1.1.1]pentane-1-carboxamide